C(C)(=O)O[C@@H](C(=O)OC)CS[C@H]1C(O[C@@H](CCCCCCCCC[C@@H](C(C1)=O)OC(C)=O)C)=O methyl (S)-2-acetoxy-3-(((3R,6S,16R)-6-acetoxy-16-methyl-2,5-dioxooxacyclohexadecan-3-yl)thio)propanoate